3-Isopropyl-6-methyl-cyclohex-2-en-1-one C(C)(C)C1=CC(C(CC1)C)=O